[N+](=O)([O-])C1=CC=C2CCN(C2=C1)C(CC1=CC2=C(C=C(O2)C(=O)N2CC(CC2)NC(=O)N)C=C1)=O 1-(1-(6-(2-(6-nitroindolin-1-yl)-2-oxoethyl)benzofuran-2-carbonyl)pyrrolidin-3-yl)urea